ClC1=C(C=CC=C1)CCN1CCN(CC1)C1=NC(=NS1)C1=CC=C(C=C1)Cl 1-[2-(2-Chloro-phenyl)-ethyl]-4-[3-(4-chloro-phenyl)-[1,2,4]thiadiazol-5-yl]-piperazine